alpha-(phenylamino)-4-[5-(trifluoromethyl)-1,2,4-oxadiazol-3-yl]benzyl cyanide C1(=CC=CC=C1)NC(C1=CC=C(C=C1)C1=NOC(=N1)C(F)(F)F)C#N